ClC1=CC=C(C=C1)C1=CC=C(C=C1)C1=C(C=C(C=C1C(F)(F)F)I)C(F)(F)F 4''-chloro-4-iodo-2,6-bis(trifluoromethyl)-1,1':4',1''-terphenyl